2-((1s,4s)-4-((2-((2-(1-(Cyclopropylsulfonyl)-1H-pyrazol-4-yl)pyrimidin-4-yl)amino)-5-(1-(2,2,2-trifluoroethyl)-1H-pyrazol-3-yl)pyridin-4-yl)amino)cyclohexyl)propan-2-ol C1(CC1)S(=O)(=O)N1N=CC(=C1)C1=NC=CC(=N1)NC1=NC=C(C(=C1)NC1CCC(CC1)C(C)(C)O)C1=NN(C=C1)CC(F)(F)F